ethyl 2-(methoxymethoxy)-2-methyl-4-oxobutanoate COCOC(C(=O)OCC)(CC=O)C